C(CC)C([C@H](N)C(=O)O)C1=C(NC2=CC=CC=C12)C β-Propyl-2-methyltryptophan